(R)-N-(3-(1-(4-methyl-4H-1,2,4-triazol-3-yl)propan-2-yl)phenyl)-2-(trifluoromethyl)pyrimidine-4-carboxamide CN1C(=NN=C1)C[C@@H](C)C=1C=C(C=CC1)NC(=O)C1=NC(=NC=C1)C(F)(F)F